FCC(C(C(C(C(C(C(C(C(C(O)(F)F)(F)F)(F)F)(F)F)(F)F)(F)F)(F)F)(F)F)(F)F)(F)F Heneicosafluoro-1-undecanol